6,8-dichloroquinolin-4-ol ClC=1C=C2C(=CC=NC2=C(C1)Cl)O